O=CCC1CC=2C=CC=C(C2C1)C#N 2-(2-oxoethyl)-2,3-dihydro-1H-indene-4-carbonitrile